2-(4-isopropyl-5-(8-methylimidazo[1,2-a]pyridin-6-yl)-1H-pyrazol-3-yl)-5-(piperidin-4-yl)thiazole C(C)(C)C=1C(=NNC1C=1C=C(C=2N(C1)C=CN2)C)C=2SC(=CN2)C2CCNCC2